O1C(=NC=C1)B(O)O oxazol-2-yl-boronic acid